1-(3-tert-butylphenyl)pent-4-en-2-ol C(C)(C)(C)C=1C=C(C=CC1)CC(CC=C)O